CC1=NC(=NC(=C1)N1CCC(CC1)NCC1=CC(=CC=C1)N1CCCC1)NCCO 2-((4-Methyl-6-(4-((3-(pyrrolidin-1-yl)benzyl)amino)piperidin-1-yl)pyrimidin-2-yl)amino)ethan-1-ol